2-fluorophenyl-4-(prop-1-en-2-yl)isoquinolin-1(2H)-one FC1=C(C=CC=C1)N1C(C2=CC=CC=C2C(=C1)C(=C)C)=O